(R)-1-(2-methylcyclopentyl)-1,2,3,6-tetrahydropyridin-3-ol CC1C(CCC1)N1C[C@@H](C=CC1)O